C12CC(CC2C1)OC1=C(C=C(C=C1F)NC(=O)C=1N=C(OC1CC)N1N=CC=C1)F N-(4-(cis-bicyclo[3.1.0]hexan-3-yloxy)-3,5-difluorophenyl)-5-ethyl-2-(1H-pyrazol-1-yl)oxazole-4-carboxamide